2-(2-(cyclopropanesulfonamido)thiazol-4-yl)-N-(4-(5-fluoropyridin-3-yl)phenyl)-4-methoxybutanamide C1(CC1)S(=O)(=O)NC=1SC=C(N1)C(C(=O)NC1=CC=C(C=C1)C=1C=NC=C(C1)F)CCOC